3-(6-methylpyridin-3-yl)phenol CC1=CC=C(C=N1)C=1C=C(C=CC1)O